COC(=O)C=1C(C(=C2N(C1)C=C(O2)C)Br)=O 8-bromo-2-methyl-7-oxo-7H-oxazolo[3,2-a]Pyridine-6-carboxylic acid methyl ester